5-chloro-2-(2-(hydroxymethyl)cyclopropyl)isoquinolin-1(2H)-one ClC1=C2C=CN(C(C2=CC=C1)=O)C1C(C1)CO